FC(CCC1=CC=C(C=C1)C1=NOC(=N1)CC(C(=O)OC(C)(C)C)=C)(F)F tert-butyl 2-((3-(4-(3,3,3-trifluoropropyl)phenyl)-1,2,4-oxadiazol-5-yl)methyl)acrylate